IC1=C(C=C(C=C1C)C(F)(F)F)O 2-Iodo-3-methyl-5-trifluoromethylphenol